1,3-dibenzylimidazolium bromide [Br-].C(C1=CC=CC=C1)N1C=[N+](C=C1)CC1=CC=CC=C1